[C@H]12CN(C[C@H](CC1)N2)C2=NC(=NC=1C[C@@]3(CCC21)CC2=CC=CC=C2CC3)OC[C@H]3N(CCC3)C(C)C (S)-4'-((1R,5S)-3,8-diazabicyclo[3.2.1]octan-3-yl)-2'-(((S)-1-isopropylpyrrolidin-2-yl)methoxy)-3,4,5',8'-tetrahydro-1H,6'H-spiro[naphthalene-2,7'-quinazoline]